C(C(C)C)(=O)O[C@@H]1[C@H](O[C@H]([C@@H]1F)N1C(NC(C=C1)=O)=O)CO (2R,3R,4R,5R)-5-(2,4-dioxo-3,4-dihydropyrimidin-1(2H)-yl)-4-fluoro-2-(hydroxymethyl)tetrahydrofuran-3-yl isobutyrate